S-(1-((4-acetylphenyl)amino)-1-oxobutan-2-yl)carbamothioate C(C)(=O)C1=CC=C(C=C1)NC(C(CC)S=C(N)[O-])=O